C(#N)C=C1CC(C1)(C(=O)NC=1C(=NC(=CC1)C)OC(F)F)C1=C(C=CC=C1)C(C)C 3-(cyanomethylene)-N-(2-(difluoromethoxy)-6-methylpyridin-3-yl)-1-(2-isopropylphenyl)cyclobutane-1-carboxamide